OCC([C@H](C[C@H]1C(NCCC1)=O)NCC(C[C@@H](C=O)NC(C(=O)NC1=C(C=CC=C1)C(F)(F)F)=O)(C)C)=O N1-((S)-(((S)-4-hydroxy-3-oxo-1-((S)-2-oxopiperidin-3-yl)butan-2-yl)amino)-4,4-dimethyl-1-oxopentan-2-yl)-N2-(2-(trifluoromethyl)phenyl)oxalamide